FC1=C2C(=CNC2=CC=C1)CCN(CC(C)C)C N-(2-(4-fluoro-1H-indol-3-yl)ethyl)-N,2-dimethylpropane-1-amine